5-[2-fluoro-4-[[(6-methoxy-3-methyl-2-pyridyl)amino]methyl]-6-[(4-methoxyphenyl)methoxy]phenyl]-1,1-dioxo-1,2,5-thiadiazolidin-3-one FC1=C(C(=CC(=C1)CNC1=NC(=CC=C1C)OC)OCC1=CC=C(C=C1)OC)N1CC(NS1(=O)=O)=O